N-(4-(tert-butyl)phenyl)-7-methoxy-2-phenylquinoline-4-carboxamide C(C)(C)(C)C1=CC=C(C=C1)NC(=O)C1=CC(=NC2=CC(=CC=C12)OC)C1=CC=CC=C1